2-({[4-(1-cyanocyclopropyl)phenyl]carbamoyl}amino)-2-ethylbutanoic acid C(#N)C1(CC1)C1=CC=C(C=C1)NC(=O)NC(C(=O)O)(CC)CC